ClC1=CC(=CC=2N=C(OC21)C2=C(C(=NC=C2)Cl)C(F)(F)F)CO (7-chloro-2-(2-chloro-3-(trifluoromethyl)pyridin-4-yl)benzo[d]oxazol-5-yl)methanol